(1S,3S,4S)-N-((R)-1-cyano-2-((S)-2-oxopyrrolidin-3-yl)ethyl)-5,5-difluoro-2-((2,2,2-trifluoroacetyl)-D-leucyl)-2-azabicyclo[2.2.2]octane-3-carboxamide C(#N)[C@@H](C[C@H]1C(NCC1)=O)NC(=O)[C@H]1N([C@@H]2CC([C@H]1CC2)(F)F)C([C@H](NC(C(F)(F)F)=O)CC(C)C)=O